CS(=O)(=O)C1=NC=CC(=C1)C=1C=NC(=C(C1)N1CCOC2(COC2)[C@@H]1C)OC1CC(NC1)C(=O)O 4-({2'-methanesulfonyl-5-[(9S)-9-methyl-2,5-dioxa-8-azaspiro[3.5]non-8-yl]-[3,4'-bipyridin]-6-yl}oxy)pyrrolidine-2-carboxylic acid